BrC=1C=CC(=NC1)NC(=N)C=1C=C(C=2N(C1)C=C(N2)C)F N-(5-bromopyridin-2-yl)-8-fluoro-2-methylimidazo[1,2-a]pyridine-6-carboxamidine